2-fluoro-phenylbutyric acid FC1=C(C=CC=C1)C(C(=O)O)CC